OC1=CC2=C(C(C=CO2)=O)C=C1 7-hydroxybenzopyran-4-one